N-(4-(4-amino-5-(3-hydroxy-4-((5-methylpyridin-2-yl)oxy)phenyl)-7-methyl-7H-pyrrolo[2,3-d]pyrimidin-6-yl)phenyl)methacrylamide NC=1C2=C(N=CN1)N(C(=C2C2=CC(=C(C=C2)OC2=NC=C(C=C2)C)O)C2=CC=C(C=C2)NC(C(=C)C)=O)C